CC(CN1N=C(C=C1)S(NC(NC1=C2CCCC2=CC=C1C1=CC(=NC=C1)OC1CCN(CC1)C)=O)(=O)=O)(C)B(O)O (2-methyl-1-(3-(N-((5-(2-((1-methylpiperidin-4-yl)oxy)pyridin-4-yl)-2,3-dihydro-1H-inden-4-yl)carbamoyl)sulfamoyl)-1H-pyrazol-1-yl)propan-2-yl)boronic acid